L-gamma-glutamyl-S-(11-{(1R)-1-[1-benzyl-4-(2,5-difluorophenyl)-1H-pyrrole-2-yl]-2,2-dimethylpropyl}-2,2-dimethyl-6,12-dioxo-5-oxa-7,11-diaza-2-silatridecan-13-yl)-L-cysteine N[C@@H](CCC(=O)N[C@@H](CSCC(N(CCCNC(OCC[Si](C)(C)C)=O)[C@H](C(C)(C)C)C=1N(C=C(C1)C1=C(C=CC(=C1)F)F)CC1=CC=CC=C1)=O)C(=O)O)C(=O)O